FC(S(=O)(=O)OC1=CC=CC2=C1OC1=NC(=CC=C12)C1=CC(=CC(=C1)C(C)(C)C)C(C)(C)C)(F)F 2-(3,5-di-tert-butylphenyl)benzofuro[2,3-b]pyridin-8-yl trifluoromethanesulfonate